ethylenedinitrilotetraacetic acid di-sodium salt [Na+].[Na+].C(CN(CC(=O)[O-])CC(=O)[O-])N(CC(=O)O)CC(=O)O